O=C1N(C=NC2=CC=CC=C12)CCCNC1=CC=C(C=C1)S(=O)(=O)N1CCCCC1 3-(4-oxo-3(4H)-quinazolinyl)-N-[4-(1-piperidinylsulfonyl)phenyl]propylamine